COCOC1=C(C=C(C=C1)CCC)C(=O)C1=CC=CC=C1 (2-methoxymethoxy-5-propyl-phenyl)(phenyl)-methanone